tri-(1-pyrrolidinyl)-phosphonium hexafluorophosphat F[P-](F)(F)(F)(F)F.N1(CCCC1)[PH+](N1CCCC1)N1CCCC1